COC1=CC=C(CN2C(C(C(C2)=O)(C2=CC=C(C=C2)[N+](=O)[O-])C)=O)C=C1 1-(4-methoxybenzyl)-3-methyl-3-(4-nitrophenyl)pyrrolidine-2,4-dione